C(C1=CC=CC=C1)N1N=NC(=C1)CCCCCC 1-benzyl-4-n-hexyl-1,2,3-triazole